C(C)(C)(C)C1=NNC(=C1)C1CC(CC1)C1=CC(=NN1)NC=1C=CC2=C(CNS2(=O)=O)C1F 5-((5-(3-(3-(tert-butyl)-1H-pyrazol-5-yl)cyclopentyl)-1H-pyrazol-3-yl)amino)-4-fluoro-2,3-dihydrobenzo[d]isothiazole 1,1-dioxide